tert-butyl 4-[3-[6-(2-cyano-3,6-difluoro-phenoxy)-4-oxo-quinazolin-3-yl]propyl]-4-fluoro-piperidine-1-carboxylate C(#N)C1=C(OC=2C=C3C(N(C=NC3=CC2)CCCC2(CCN(CC2)C(=O)OC(C)(C)C)F)=O)C(=CC=C1F)F